di-tert-butyl 5'-bromo-4'-chloro-4-cyanospiro[cyclohexane-1,3'-pyrrolo[2,3-b]pyridine]-1',4(2'H)-dicarboxylate BrC=1C(=C2C(=NC1)N(CC21CCC(CC1)(C(=O)OC(C)(C)C)C#N)C(=O)OC(C)(C)C)Cl